[N+](=O)([O-])C1=CC=C(C=N1)C=1C=NC=NC1 5-(6-nitro-pyridine-3-yl)pyrimidine